5-(6-amino-5-(3,3-difluorocyclobutyl)pyridazin-3-yl)pyrimidine-2,4(1H,3H)-dione NC1=C(C=C(N=N1)C=1C(NC(NC1)=O)=O)C1CC(C1)(F)F